ClC=1C=C(C=CC1)C1=COC=2N=CN=C(C21)O 5-(3-chlorophenyl)furo[2,3-d]pyrimidin-4-ol